N1=CNC2=NC=CC(=C21)C=2CCN(CC2)C(=O)OC(C)(C)C tert-butyl 4-[3H-imidazo[4,5-b]pyridin-7-yl]-3,6-dihydro-2H-pyridine-1-carboxylate